4-((trimethylsilyl)ethynyl)benzoic acid methyl ester COC(C1=CC=C(C=C1)C#C[Si](C)(C)C)=O